BrCCC1CC(C(C1)S)C 4-(2-bromoethyl)-2-methylcyclopentane-1-thiol